4,5-dioxolan-oic acid C1(CCOO1)C(=O)O